4-[6-(5-Isopropoxy-1H-indazol-3-yl)pyrimidin-4-yl]-2-(2-piperazin-1-ylethyl)morpholine (S)-quinuclidin-3-yl((R)-5-(4-isobutylphenyl)-2,2,6-trimethyl-2,3-dihydro-1H-inden-1-yl)carbamate N12C[C@H](C(CC1)CC2)N(C(O)=O)[C@@H]2C(CC1=CC(=C(C=C21)C)C2=CC=C(C=C2)CC(C)C)(C)C.C(C)(C)OC=2C=C1C(=NNC1=CC2)C2=CC(=NC=N2)N2CC(OCC2)CCN2CCNCC2